ClC=1C(=NC(=NC1)NC1CCOCC1)C1=CC=C2CN(C(C2=C1)=O)CC(=O)NC(C)(C)C1CCCCC1 2-(6-{5-chloro-2-[(oxacyclohex-4-yl)amino]pyrimidin-4-yl}-1-oxo-2,3-dihydro-1H-isoindol-2-yl)-N-(2-cyclohexylpropan-2-yl)acetamide